5-[[2-oxo-2-[(1R,4R,5S)-4-phenyl-3-azabicyclo[3.2.1]Octan-3-Yl]Acetyl]amino]pyridine-3-carboxamide O=C(C(=O)NC=1C=C(C=NC1)C(=O)N)N1C[C@@H]2CC[C@H]([C@@H]1C1=CC=CC=C1)C2